nonane-4,5-diol CCCC(C(CCCC)O)O